SC=1N(C(=NN1)CCC1=CC=C2CNC(C2=C1)=O)C 6-(2-(5-Mercapto-4-methyl-4H-1,2,4-triazol-3-yl)ethyl)isoindolin-1-one